C(C)(SC1CCOCC1)=O S-(Tetrahydro-2H-pyran-4-yl) ethanethioate